C1(CCCC2=CC=CC=C12)C(=O)O 1,2,3,4-tetrahydro-1-naphthoic acid